2-(5,7-difluoro-1H-indol-2-yl)-5-fluorophenol FC=1C=C2C=C(NC2=C(C1)F)C1=C(C=C(C=C1)F)O